7,8-difluoro-N-(2-(pyrrolidin-1-yl)-4-((4-(trifluoromethyl)benzyl)amino)phenyl)octanamide FC(CCCCCC(=O)NC1=C(C=C(C=C1)NCC1=CC=C(C=C1)C(F)(F)F)N1CCCC1)CF